(5aR,6S,6aS)-3-({3-cyclopropyl-1-[2-(trifluoromethyl)phenyl]-1H-indol-6-yl}methoxy)-5,5a,6,6a-tetrahydrocyclopropa[4,5]cyclopenta[1,2-c]pyridine-6-carboxylic acid C1(CC1)C1=CN(C2=CC(=CC=C12)COC1=CC2=C(C=N1)[C@H]1[C@@H](C2)[C@@H]1C(=O)O)C1=C(C=CC=C1)C(F)(F)F